N-[2-[4-(hydroxymethyl)cyclohexyl]-6-[[(2R)-5-oxo-1-(2-trimethylsilylethoxymethyl)pyrrolidin-2-yl]methoxy]indazol-5-yl]-6-(trifluoromethyl)pyridine-2-carboxamide OCC1CCC(CC1)N1N=C2C=C(C(=CC2=C1)NC(=O)C1=NC(=CC=C1)C(F)(F)F)OC[C@@H]1N(C(CC1)=O)COCC[Si](C)(C)C